(3-chlorophenyl)(3-(5-(trifluoromethyl)-1,2,4-oxadiazol-3-yl)-6,7-dihydrothieno[3,2-c]pyridin-5(4H)-yl)methanone ClC=1C=C(C=CC1)C(=O)N1CC2=C(CC1)SC=C2C2=NOC(=N2)C(F)(F)F